C(#N)C=1C=C(C=CC1)[C@@H]1CC=NN1C(=O)N1CCN(CC1)C1=NC=CC(=N1)N1N=CC(=C1)C(=O)N (S)-1-(2-(4-(5-(3-cyanophenyl)-4,5-dihydro-1H-pyrazole-1-carbonyl)piperazin-1-yl)pyrimidin-4-yl)-1H-pyrazole-4-carboxamide